NC1(CCN(CC1)C1=NC=C(C=N1)OC1=NC(=CC(=C1)CN1CCC(CC1)CC(=O)O)C1=CC(=CC(=C1)Cl)Cl)CO 2-(1-((2-((2-(4-amino-4-(hydroxymethyl)piperidin-1-yl)pyrimidin-5-yl)oxy)-6-(3,5-dichlorophenyl)pyridin-4-yl)methyl)piperidin-4-yl)acetic acid